N1(N(CCCC1)C(=O)OC(C)(C)C)C(=O)O[C@H]1C[C@H](CC1)C1=NN(C(=C1)NC(=O)OCC1=CC=CC=C1)C(C)(C)C 1-((1R,3S)-3-(5-(((benzyloxy)carbonyl)amino)-1-(tert-butyl)-1H-pyrazol-3-yl)cyclopentyl) 2-(tert-butyl) tetrahydropyridazine-1,2-dicarboxylate